[Pt+2].C(CCC)[Si](C(C(=O)C(C)C)C(=O)C(C)C)(OC)OC.C(CCC)[Si](C(C(=O)C(C)C)C(=O)C(C)C)(OC)OC bis[2-(butyldimethoxysilyl)1,3-diisopropyl-1,3-propanedione] platinum (II)